C(C)OC1=CC=CC(=N1)C1=CC=C(CN2C=CC3=C(C=CC(=C23)C(=O)NC2CC3(CCC3)C2)F)C=C1 (Sa)-6-(1-(4-(6-Ethoxypyridin-2-yl)benzyl)-4-fluoro-1H-indol-7-carboxamido)spiro[3.3]-heptan